C1(CCCC1)/C=C/C=O (2E)-3-cyclopentylacrylaldehyde